CC1C(C(NCC1)=O)N1C(C2=CC=CC=C2C1=O)=O 2-(4-methyl-2-oxopiperidin-3-yl)isoindoline-1,3-dione